tert-butyl ((5-chloro-2-(2,2-difluorobenzo[d][1,3]dioxol-4-yl)-4-(4,4,5,5-tetramethyl-1,3,2-dioxaborolan-2-yl)-2,3-dihydrobenzofuran-2-yl)methyl)carbamate ClC=1C=CC2=C(CC(O2)(C2=CC=CC=3OC(OC32)(F)F)CNC(OC(C)(C)C)=O)C1B1OC(C(O1)(C)C)(C)C